methyl 4-((4-(ethoxymethyl)-4-phenethylpiperidin-1-yl)methyl)benzoate C(C)OCC1(CCN(CC1)CC1=CC=C(C(=O)OC)C=C1)CCC1=CC=CC=C1